FC=1C=CC(=C(C(=O)N(C(C)C)C(C)C)C1)N1C=C(C=2C1=CN=CC2)C(=O)C2CCN(CC2)[C@@H](C(C)C)CCCNC |r| rac-(R)-5-Fluoro-N,N-diisopropyl-2-(3-(1-(2-methyl-6-(methylamino)hexan-3-yl)piperidine-4-carbonyl)-1H-pyrrolo[2,3-c]pyridin-1-yl)benzamide